(S)-1-((tert-butyldiphenylsilyl)oxy)-3-(tritylthio)propan-2-ol [Si](C1=CC=CC=C1)(C1=CC=CC=C1)(C(C)(C)C)OC[C@@H](CSC(C1=CC=CC=C1)(C1=CC=CC=C1)C1=CC=CC=C1)O